N1=C(C=NC2=CC=CC=C12)C1CC=CC2=NC3=CC=CC=C3C=C12 quinoxalinyl-(dihydroacridine)